2-oxo-1H-benzazepine-1-acetic acid tert-butyl ester C(C)(C)(C)OC(CN1C(CC=CC2=C1C=CC=C2)=O)=O